2-oxoethyl (tert-butoxycarbonyl)glycinate C(C)(C)(C)OC(=O)NCC(=O)OCC=O